ClC=1C(=C(C(=O)N2CC3=CC=CC(=C3C2)N(C(C=C)=O)CC)C(=CC1O)O)C N-(2-(3-Chloro-4,6-dihydroxy-2-methylbenzoyl)isoindolin-4-yl)-N-ethyl-acrylamide